CC1(OB(OC1(C)C)C1=CC=C(C=C1)C1OC(C(O1)(C)C)(C)C)C 4,4,5,5-tetramethyl-2-(4-(4,4,5,5-tetramethyl-1,3-dioxolan-2-yl)phenyl)-1,3,2-dioxaborolane